C(C)(=O)OOCC(OC)C1CC(CCC1C(C)C)C menthyl-(2-methoxyethoxy) acetate